ClC=1C(N(C(=CC1OC([2H])([2H])C1=NC=C(C=C1F)F)C)C1=CC(=NC=C1Cl)C=1N=C(SC1)C(C)(C)O)=O 3,5'-dichloro-4-((3,5-difluoropyridin-2-yl)methoxy-d2)-2'-(2-(2-hydroxypropan-2-yl)thiazol-4-yl)-6-methyl-2H-[1,4'-bipyridin]-2-one